t-amylperoxyisopropyl monocarbonate C(OC(C)(C)OOC(C)(C)CC)([O-])=O